C(C)C1=C(C=CC(=C1)C=1C=NC=C(C1)O)CN1CCN(CC1)C1=CC=C(N=N1)C(=O)NS(=O)(=O)C1=CC(=C(C=C1)NCCSC1=CC=CC=C1)C(F)(F)F 6-[4-[[2-Ethyl-4-(5-hydroxypyridin-3-yl)phenyl]methyl]piperazin-1-yl]-N-[4-(2-phenylsulfanylethylamino)-3-(trifluoromethyl)phenyl]sulfonylpyridazine-3-carboxamide